NC1=C(C=C(N=N1)C1=C(C=CC=C1)O)N1CC2CCC(C1)N2C2=CC(=CC=C2)C=C2CCNCC2 2-[6-amino-5-[8-[3-(4-piperidylidenemethyl)phenyl]-3,8-diazabicyclo[3.2.1]octan-3-yl]pyridazin-3-yl]phenol